(7-(2-chloro-5-fluorophenyl)-7-hydroxy-3,3-dioxido-9-oxo-4,7,8,9-tetrahydro-2H-[1,3,4]oxathiazino[6,5-e]isoindol-6-yl)-3-fluoro-5-(trifluoromethyl)benzamide ClC1=C(C=C(C=C1)F)C1(NC(C2=C3C(=CC(=C12)C1=C(C(=O)N)C=C(C=C1F)C(F)(F)F)NS(CO3)(=O)=O)=O)O